O[C@@H]1CCCCCC2=CC(=CC(=C2C(O[C@H](CCC1)C)=O)O)O (7R,11S)-7,15,17-trihydroxy-11-methyl-12-oxabicyclo[12.4.0]octadecan-1(18),14,16-trien-13-one